ClC1=CC=2N(C3=CC=CC=C3SC2C=C1)CCCN1CCN(CC1)C 2-chloro-10-[3-(4-methyl-1-piperazinyl)propyl]-10H-phenothiazine